2-fluoro-N-(4-fluoro-3-(N-hydroxycarbamoyl)phenyl)-3-trifluoromethylbenzamide FC1=C(C(=O)NC2=CC(=C(C=C2)F)C(NO)=O)C=CC=C1C(F)(F)F